OCC1(CCOCC1)NC(=O)C1=NC(=C2N1C=CC=C2)C=2C(=NN(C2C)C)C N-(4-(hydroxymethyl)tetrahydro-2H-pyran-4-yl)-1-(1,3,5-trimethyl-1H-pyrazol-4-yl)imidazo[1,5-a]pyridine-3-carboxamide